NC1=CC=CC(=N1)S(=O)(=O)NC1=NC(=C(C=C1)Cl)C1=C(C=CC=C1C)Cl 6-amino-N-(5-chloro-6-(2-chloro-6-methylphenyl)pyridin-2-yl)pyridine-2-sulfonamide